NC=1N(N=C2CN(CCC21)S(=O)(=O)CC)C(=O)C2CCNC1=CC=CC=C21 (3-amino-6-(ethylsulfonyl)-4,5,6,7-tetrahydropyrazolo[3,4-c]pyridin-2-yl)(1,2,3,4-tetrahydroquinolin-4-yl)methanone